1-(2-chlorothieno[3,2-b]pyridin-5-yl)ethan-1-one ClC1=CC2=NC(=CC=C2S1)C(C)=O